3,4-difluoro-benzenepentanoic acid FC=1C=C(C=CC1F)CCCCC(=O)O